4-(2-(3,3-Difluoropyrrolidin-1-yl)ethoxy)phenethylcarbamic acid tert-butyl ester C(C)(C)(C)OC(NCCC1=CC=C(C=C1)OCCN1CC(CC1)(F)F)=O